4,6-dimethylpyridazine-3-carbonitrile CC1=C(N=NC(=C1)C)C#N